COC=1C=C2CCN3[C@@H](C2=CC1OC)C[C@H]([C@@H](C3)CC(C)C)COC(=O)NC(CC(=O)O)C 3-[({[(2R,3S,11bR)-9,10-dimethoxy-3-(2-methylpropyl)-1H,2H,3H,4H,6H,7H,11bH-pyrido[2,1-a]isoquinolin-2-yl]methoxy}carbonyl)amino]butanoic acid